(R)-6-(2-(3-(1,1,1,3,3,3-hexafluoro-2-hydroxypropan-2-yl)-1-(2-(pyridin-2-yl)propan-2-yl)pyrrolidin-3-yl)ethyl)nicotinonitrile FC(C(C(F)(F)F)(O)[C@]1(CN(CC1)C(C)(C)C1=NC=CC=C1)CCC1=NC=C(C#N)C=C1)(F)F